N1-(2-amino-4-fluorophenyl)-N8-(5-bromo-2,3-dihydro-1H-inden-1-yl)octanediamide NC1=C(C=CC(=C1)F)NC(CCCCCCC(=O)NC1CCC2=CC(=CC=C12)Br)=O